FC1CC(C1)N1C=C(C(=CC1=O)OS(=O)(=O)CC1=CC=CC=C1)C(=O)OC methyl 1-((1r,3r)-3-fluorocyclobutyl)-6-oxo-4-(toluenesulfonyloxy)-1,6-dihydropyridine-3-carboxylate